[Pd].[Pd].C(C1=CC=CC=C1)=CC(=O)C(C1C=CC2=CC=CC=C12)=CC1=CC=CC=C1.C(C1=CC=CC=C1)=CC(=O)C(C1C=CC2=CC=CC=C12)=CC1=CC=CC=C1.C(C1=CC=CC=C1)=CC(=O)C(C1C=CC2=CC=CC=C12)=CC1=CC=CC=C1 tris(dibenzylidene-indenylacetone) dipalladium